1-tridecanoyl-2-hydroxy-sn-glycero-3-phosphocholine C(CCCCCCCCCCCC)(=O)OC[C@@H](OO)COP(=O)([O-])OCC[N+](C)(C)C